C(C)N1C2=CC(=CC=C2C=2C=C(C=CC12)CNCCN1N=CC(=C1)CNCCOC(C)N)C=1SC=C(C1)C (2-(((1-(2-(((9-ethyl-7-(4-methylthiophen-2-yl)-9H-carbazol-3-yl)methyl)amino)ethyl)-1H-pyrazol-4-yl)methyl)amino)ethoxy)ethan-1-amine